5'-deoxy-5-fluoro-N-[(ethoxy)carbonyl]cytidine FC=1C(=NC(N([C@H]2[C@H](O)[C@H](O)[C@@H](C)O2)C1)=O)NC(=O)OCC